4-bromo-2,3-dihydroxybenzaldehyde BrC1=C(C(=C(C=O)C=C1)O)O